1,3-diacetylphloroglucinol C(C)(=O)C1(O)CC(O)(CC(O)=C1)C(C)=O